3-(2-bromophenoxy)-2,2-dimethylpropionic acid BrC1=C(OCC(C(=O)O)(C)C)C=CC=C1